1-(3,3-difluoroazetidin-1-yl)-2-(((5S,7R,8R,9S,10R)-8-hydroxy-7-(hydroxymethyl)-9-(4-(3,4,5-trifluorophenyl)-1H-1,2,3-triazol-1-yl)-1,6-dioxaspiro[4.5]decane-10-yl)oxy)ethanone FC1(CN(C1)C(CO[C@@H]1[C@H]([C@H]([C@H](O[C@@]12CCCO2)CO)O)N2N=NC(=C2)C2=CC(=C(C(=C2)F)F)F)=O)F